(R)-2-(3-methyl-8-((1-methylpiperidin-3-yl)amino)pyrido[2,3-d]pyridazin-5-yl)phenol CC1=CC=2C(=C(N=NC2C2=C(C=CC=C2)O)N[C@H]2CN(CCC2)C)N=C1